ClC=1C(=CC2=C(N(C(O2)=O)C(C(=O)OCC(CO)(CO)N)C)C1)OCC1=CN=C(O1)OC 2-amino-2-(hydroxymethyl)propane-1,3-diol 3-(5-chloro-6-((2-methoxyoxazol-5-yl)methoxy)-2-oxobenzo[d]oxazol-3(2H)-yl)propanoate